C(C1=CC=CC=C1)N1CC(C(C1)(C(F)(F)F)C=1C=NN(C1)C)O 1-benzyl-4-(1-methyl-1H-pyrazol-4-yl)-4-(trifluoromethyl)pyrrolidin-3-ol